C(#N)C1=CC=C(CNC(CC2=NC=3C(=C4C(=NC3)NC=C4)N2C2CCC(CC2)CC#N)=O)C=C1 N-(4-Cyanobenzyl)-2-(1-((1r,4r)-4-(cyanomethyl)cyclohexyl)-1,6-dihydroimidazo[4,5-d]pyrrolo[2,3-b]pyridin-2-yl)acetamide